2-chloro-5-nitrophenol ClC1=C(C=C(C=C1)[N+](=O)[O-])O